2-(2,6-dimethylpyridin-4-yl)-N4-isopropyl-6-phenyl-1,3,5-triazine-2,4-diamine CC1=NC(=CC(=C1)C1(NC(=NC(=N1)NC(C)C)C1=CC=CC=C1)N)C